C(C1CO1)OCC(OCC(CO)O)COCC1CO1 3-[bis(glycidoxymethyl)methoxy]-1,2-propanediol